C(#N)C1=C(C=C(C=C1)NC([C@@](CN1C=C(C2=CC(=CC=C12)F)[N+](=O)[O-])(C)O)=O)C(F)(F)F (S)-N-(4-Cyano-3-(trifluoromethyl)phenyl)-3-(5-fluoro-3-nitro-1H-indol-1-yl)-2-hydroxy-2-methylpropanamide